(2S,4R)-4-((6-cyano-2-((5,7-dimethyl-1H-indol-4-yl)methyl)-2H-indazol-7-yl)oxy)pyrrolidine-2-carboxylic acid C(#N)C=1C=CC2=CN(N=C2C1O[C@@H]1C[C@H](NC1)C(=O)O)CC1=C2C=CNC2=C(C=C1C)C